FC=1C=NN(C1)C1=CC=C(C=N1)[C@H](C)N1CCOC2(C1=O)CCC(CC2)=O (S)-4-(1-(6-(4-fluoro-1H-pyrazol-1-yl)pyridin-3-yl)ethyl)-1-oxa-4-azaspiro[5.5]undecane-5,9-dione